CC(=CCN)CCC=C(C)C 3,7-dimethyl-octa-2,6-dien-1-amine